NC(C(=O)OCC)CC1=CC=CC=C1 2-amino-3-phenyl-propionic acid, ethyl ester